(4-(9,9-dimethylfluorene-3-yl)phenyl)boric acid CC1(C2=CC=CC=C2C=2C=C(C=CC12)C1=CC=C(C=C1)OB(O)O)C